The molecule is an N-acylphosphatidylethanolamine(1-) in which the N-acyl group is specified as caproyl (hexanoyl) while the phosphatidyl acyl groups at position 1 and 2 are specified as palmitoyl (hexadecanoyl) and linoleoyl (9Z,12Z-octadecadienoyl) respectively; major species at pH 7.3. It is a conjugate base of a N-caproyl-1-palmitoyl-2-linoleoyl-sn-glycero-3-phosphoethanolamine. CCCCCCCCCCCCCCCC(=O)OC[C@H](COP(=O)([O-])OCCNC(=O)CCCCC)OC(=O)CCCCCCC/C=C\\C/C=C\\CCCCC